C(C=C)NC=1C=CC=2C(N(C(C3=CC=CC1C23)=O)C(CCCCCCCCCCC)CCCCCCCCCCC)=O 6-(Allylamino)-2-(tricosan-12-yl)-1H-benzo[de]isoquinoline-1,3(2H)-dione